ClCCC[C@]1(N(C[C@@H](C1)O)C(=O)OC(C)(C)C)C(=O)OC 1-(tert-butyl) 2-methyl (2R,4R)-2-(3-chloropropyl)-4-hydroxypyrrolidine-1,2-dicarboxylate